N-ethyl-5-fluoro-2-[3-methyl-6-(1-{3-methyl-1-[(2R)-morpholin-2-yl]butan-2-yl}azetidin-3-yl)imidazo[1,5-a]pyridin-8-yl]-N-(isopropyl)benzamide C(C)N(C(C1=C(C=CC(=C1)F)C=1C=2N(C=C(C1)C1CN(C1)C(C[C@@H]1CNCCO1)C(C)C)C(=NC2)C)=O)C(C)C